1-(6,7-dihydro-5H-benzo[6,7]cyclohepta[1,2-c]pyridazin-3-yl)-N3-(7-(2-(R)-methylpyrrolidin-1-yl)-6,7,8,9-tetrahydro-5H-benzo[7]annulene-2-yl)-1H-1,2,4-triazole-3,5-diamine N1=NC(=CC2=C1C1=C(CCC2)C=CC=C1)N1N=C(N=C1N)NC=1C=CC2=C(CCC(CC2)N2[C@@H](CCC2)C)C1